C(C(C(=O)[O-])N)C(=O)N The molecule is an alpha-amino-acid anion that is the conjugate base of asparagine, arising from deprotonation of the carboxy group. It is a conjugate base of an asparagine.